tetradecyl fluoroheptyl-sulfonate FCCCCCCCS(=O)(=O)OCCCCCCCCCCCCCC